5-(5-(3,5-dichloro-4-fluorophenyl)-5-(trifluoromethyl)-4,5-dihydroisoxazol-3-yl)-3-methyl-N-neopentyl-5,6-dihydro-4H-thieno[2,3-c]pyrrole-2-carbothioamide ClC=1C=C(C=C(C1F)Cl)C1(CC(=NO1)N1CC2=C(C1)C(=C(S2)C(NCC(C)(C)C)=S)C)C(F)(F)F